tributyl-methoxystannane C(CCC)[Sn](OC)(CCCC)CCCC